C1(CC1)C1=C(CN2CCC3(CN(C3)C=3C=CC(=NC3)C(=O)OC)CC2)C=C(C(=C1)C)OCC methyl 5-(7-(2-cyclopropyl-5-ethoxy-4-methylbenzyl)-2,7-diazaspiro[3.5]nonan-2-yl)picolinate